[N+](=O)([O-])C1=CC=C(C=C1)C1=C(C=C2C(=N1)CNC2)C(=O)N 2-(4-nitrophenyl)-5,7-dihydropyrrolo[3,4-b]Pyridine-3-carboxamide